C[C@]12CC[C@H]3[C@H]([C@@H]1CC[C@@H]2O)CCC4=C3C=CC(=C4)OS(=O)(=O)O.[Na] β-Estradiol 3-sulfate sodium salt